FC(C=1C=C(C=C(C1)C(F)(F)F)NC(=O)N[C@H]1CN(C[C@@H]1C1=CC(=C(C=C1)Cl)Cl)C(=O)OC(C)(C)C)(F)F tert-butyl (3R,4S)-3-({[3,5-bis(trifluoromethyl)phenyl]carbamoyl}amino)-4-(3,4-dichlorophenyl)pyrrolidine-1-carboxylate